C1(=CC=CC=C1)[As]([O-])([O-])=O phenylarsonate